CC1(OCC(O1)C=CC(C)=O)C 1-(2,2-dimethyl-1,3-dioxolan-4-yl)but-1-en-3-one